C(C)(C)(C)OC(=O)\N=N\C(OC(C)(C)C)=O tert-butyl (NE)-N-tert-butoxycarbonyliminocarbamate